1-(dioxan-2-yl)-1H-pyrazole O1C(COCC1)N1N=CC=C1